para-Cymen-8-ol CC1=CC=C(C=C1)C(C)(C)O